(8R,9R,10S)-3-(aminomethyl)-9-(4-bromophenyl)-N-(4-methoxyphenyl)-10-(trityloxymethyl)-1,6-diazabicyclo[6.2.0]decane-6-carboxamide NCC1CN2[C@@H]([C@@H]([C@@H]2CN(CC1)C(=O)NC1=CC=C(C=C1)OC)C1=CC=C(C=C1)Br)COC(C1=CC=CC=C1)(C1=CC=CC=C1)C1=CC=CC=C1